tert-butyl (3S)-3-[4-[3-cyano-4-(2,6-difluorophenyl)sulfanyl-pyrazolo[1,5-a]pyridin-6-yl]pyrazol-1-yl]piperidine-1-carboxylate C(#N)C=1C=NN2C1C(=CC(=C2)C=2C=NN(C2)[C@@H]2CN(CCC2)C(=O)OC(C)(C)C)SC2=C(C=CC=C2F)F